OC(C(C)=O)CC 3-hydroxypentan-2-one